C(C)(C)(C)N1N=NN=C1C1C2=C(N=C(O1)NC1=CC=CC=C1)C=CC=C2 4-(1-(tert-butyl)-1H-tetrazol-5-yl)-N-phenyl-4H-benzo[d][1,3]oxazin-2-amine